N-(4-phenylaminophenyl)methacrylamide C1(=CC=CC=C1)NC1=CC=C(C=C1)NC(C(=C)C)=O